FC(O[C@@H]1CN(CC1)C(=O)C=1C=NN(C1)C12CCC(CC1)(CC2)C(=O)O)(F)F 4-{4-[(3S)-3-(trifluoromethoxy)pyrrolidine-1-carbonyl]-1H-pyrazol-1-yl}bicyclo[2.2.2]octane-1-carboxylic acid